6-bromo-1H-2,1-benzothiazin-4(3H)-one 2,2-dioxide BrC=1C=CC2=C(C(CS(N2)(=O)=O)=O)C1